4-{[5-amino-6-fluoro-7-(8-methyl-2,3-dihydro-1H-pyrido[2,3-b][1,4]oxazin-7-yl)quinazolin-2-yl]amino}-N-methylbenzamide NC1=C2C=NC(=NC2=CC(=C1F)C1=C(C2=C(OCCN2)N=C1)C)NC1=CC=C(C(=O)NC)C=C1